O1C[C@@H](OC2=NC=CC=C21)C2=CC=C(CN(C)C1CCCC1)C=C2 N-{4-[(3S)-2,3-dihydro[1,4]dioxino[2,3-b]pyridin-3-yl]benzyl}-N-methylcyclopentylamine